C(C1=CC=CC=C1)NC(=O)N1CCC2(NC3=CC=C(C=C3C(C2)=O)F)CC1 N-benzyl-6'-fluoro-4'-oxo-3',4'-dihydro-1'h-spiro[piperidine-4,2'-quinoline]-1-carboxamide